2-(1-(2-isopropoxyethyl)-1H-benzo[d]imidazol-2-yl)ethan-1-amine dihydrochloride Cl.Cl.C(C)(C)OCCN1C(=NC2=C1C=CC=C2)CCN